(3R,4R)-4-[4-[3-Fluoro-4-[(1S)-1-(5-fluoro-2-pyridyl)-2-hydroxy-ethoxy]pyrazolo[1,5-a]pyridin-6-yl]-5-methyl-triazol-1-yl]-3-methyl-piperidine-1-carbonitrile FC=1C=NN2C1C(=CC(=C2)C=2N=NN(C2C)[C@H]2[C@@H](CN(CC2)C#N)C)O[C@H](CO)C2=NC=C(C=C2)F